C(C)N(C(C)C)CC diethyl-(isopropyl)amine